BrCC1=C(C(=NN1C1=NC=CC(=C1)CC1=CC(=CC(=C1)C(F)(F)F)F)C)C(=O)N 5-(bromomethyl)-1-[4-[[3-fluoro-5-(trifluoromethyl)phenyl]methyl]-2-pyridyl]-3-methyl-pyrazole-4-carboxamide